6-Chloro-3-(2'-fluoro-4'-(trifluoromethyl)-[1,1'-biphenyl]-4-yl)-7-methoxy-2-methylquinolin-4(1H)-one ClC=1C=C2C(C(=C(NC2=CC1OC)C)C1=CC=C(C=C1)C1=C(C=C(C=C1)C(F)(F)F)F)=O